C(C)(C)(C)P(C1=C(C(=CC=C1OC)OC)C1=C(C=C(C=C1C(C)C)C(C)C)C(C)C)C(C)(C)C 2-(ditertbutylphosphino)-3,6-dimethoxy-2',4',6'-triisopropyl-1,1'-biphenyl